dihydroxybenzyl alcohol OC(C1=CC=CC=C1)(O)O